(S)-alpha-fluoromethyltyrosine FC[C@](N)(CC1=CC=C(C=C1)O)C(=O)O